C(O)([O-])=O.[Na+].BrC1=NOC(C1)C1=NC=C(C=C1C1=C(C=C(C=C1F)F)F)C 2-(3-Bromo-4,5-dihydro-1,2-oxazol-5-yl)-5-methyl-3-(2,4,6-trifluorophenyl)pyridine Sodium hydrogen carbonate